tert-butyl (R)-9-(6-((6-(4-(1-(3-(tert-butyl)-1,2,4-oxadiazole-5-carboxamido) ethyl)-3-methylphenyl) pyrimidin-4-yl) amino) pyridin-3-yl)-3,9-diazaspiro[5.5]undecane-3-carboxylate C(C)(C)(C)C1=NOC(=N1)C(=O)N[C@H](C)C1=C(C=C(C=C1)C1=CC(=NC=N1)NC1=CC=C(C=N1)N1CCC2(CCN(CC2)C(=O)OC(C)(C)C)CC1)C